C(C1=CC=CC=C1)OC(=O)N1C[C@@H]([C@H](C1)OC)NC(=O)OC(C)(C)C (3S,4S)-3-((tert-Butoxycarbonyl)amino)-4-methoxypyrrolidine-1-carboxylic acid benzyl ester